(2R,3S,11bR)-9,10-dimethoxy-3-(2-methylpropyl)-2-[(3,3,3-trifluoropropoxy)methyl]-1H,2H,3H,4H,6H,7H,11bH-pyrido[2,1-a]isoquinoline COC=1C=C2CCN3[C@@H](C2=CC1OC)C[C@H]([C@@H](C3)CC(C)C)COCCC(F)(F)F